BrC=1C=C(C(=NC1)[N+](=O)[O-])OCC1=C(C=CC(=C1)F)C=1N=C(SC1)C 4-(2-{[(5-bromo-2-nitropyridin-3-yl)oxy]methyl}-4-fluorophenyl)-2-methyl-1,3-thiazol